CN(CCOC=1C=NC=CC1)C 3-[2-(dimethylamino)ethoxy]pyridin